ClC1=CC2=C(N(C(N=C2N2[C@H](CN(CC2)C(=O)OC(C)(C)C)C)=O)C=2C(=NC=CC2C)C(C)C)N=C1C1=CC(=CC=C1)C=O tert-butyl (S)-4-(6-chloro-7-(3-formylphenyl)-1-(2-isopropyl-4-methylpyridin-3-yl)-2-oxo-1,2-dihydropyrido[2,3-d]pyrimidin-4-yl)-3-methylpiperazine-1-carboxylate